m-allyl-phenylalanine C(C=C)C=1C=C(C[C@H](N)C(=O)O)C=CC1